(3R)-3-cyclopentyl-3-[4-(7H-pyrrolo-[2,3-d]pyrimidin-4-yl)-1H-pyrazol-1-yl]propanenitrile C1(CCCC1)[C@@H](CC#N)N1N=CC(=C1)C=1C2=C(N=CN1)NC=C2